Tricetylphosphine oxide C(CCCCCCCCCCCCCCC)P(CCCCCCCCCCCCCCCC)(CCCCCCCCCCCCCCCC)=O